Racemic-{(2S,5R)-2-methyl-5-(7H-pyrrolo[2,3-d]pyrimidin-4-ylamino)piperidin-1-yl}(oxiran-2-yl)methanone C[C@@H]1N(C[C@@H](CC1)NC=1C2=C(N=CN1)NC=C2)C(=O)[C@@H]2OC2 |&1:19|